IC=1C=C(C=CC1C(=O)N1CC2=CC=CC=C2C[C@H]1C)CCNC(OC(C)(C)C)=O tert-Butyl [2-(3-iodo-4-{[(3R)-3-methyl-3,4-dihydroisoquinolin-2(1H)-yl]carbonyl}phenyl)ethyl]carbamate